CO[C@H](CCCCCCC(C(=O)O)(C)C)[C@@H](CCCCCCC(C(=O)O)(C)C)OC (9R,10R)-9,10-dimethoxy-2,2,17,17-tetramethyloctadecanedioic acid